ethyl (S)-2-(tert-butoxy)-2-(2-(1-(2-((tert-butyldimethylsilyl)oxy)ethyl)-3-(1-(oxetan-3-yl)piperidin-4-yl)-1H-indazol-5-yl)-7-(4-chlorophenyl)-5-methylbenzo[d]thiazol-6-yl)acetate C(C)(C)(C)O[C@H](C(=O)OCC)C1=C(C2=C(N=C(S2)C=2C=C3C(=NN(C3=CC2)CCO[Si](C)(C)C(C)(C)C)C2CCN(CC2)C2COC2)C=C1C)C1=CC=C(C=C1)Cl